COC(C1=C(C(=C(C=C1)I)N(C(=O)C1=COC=C1)C(=O)OC(C)(C)C)F)=O 3-[N-(tert-Butoxycarbonyl)furan-3-amido]-2-fluoro-4-iodobenzoic acid methyl ester